O1C(=CC=C1)C(=O)[O-].C(CCCCCCCCCCCCCCC)N1C=[N+](C=C1)C 1-hexadecyl-3-methylimidazolium furanate